tricyclo[4.4.0.12,5]-undec-3,8-diene C12C3C=CC(C2CC=CC1)C3